ethyl 2-[1-[8-[(1S)-1-Hydroxyethyl]-3,6-dimethyl-4-oxo-chromen-2-yl]cyclopropyl]acetate O[C@@H](C)C=1C=C(C=C2C(C(=C(OC12)C1(CC1)CC(=O)OCC)C)=O)C